2-chloro-5-{[(cyclopropylsulfonyl)amino]methyl}-N-[1-(2,6-dimethylpyridin-4-yl)-1H-indazol-4-yl]benzamide ClC1=C(C(=O)NC2=C3C=NN(C3=CC=C2)C2=CC(=NC(=C2)C)C)C=C(C=C1)CNS(=O)(=O)C1CC1